4-((4-(4-n-pentylcyclohexyl)phenyl)ethynyl)benzene C(CCCC)C1CCC(CC1)C1=CC=C(C=C1)C#CC1=CC=CC=C1